The molecule is a hydrate that is the monohydrate form of manganese(II) sulfate. It has a role as a nutraceutical. It is a hydrate, a manganese molecular entity and a metal sulfate. It contains a manganese(II) sulfate. O.[O-]S(=O)(=O)[O-].[Mn+2]